FC1=CC=C(C=C1)C1=C(C(=CC2=CC=CC=C12)C1=CC=CC=C1)C#N 1-(4-fluorophenyl)-3-phenyl-2-naphthonitrile